C1(CC1)C1=NC=NC(=C1C1=NN(C2=C1CN(CC2)C2=NC=C(C=N2)C=2N(C=C(N2)C(F)(F)F)C)C)OC 3-(4-cyclopropyl-6-methoxypyrimidin-5-yl)-1-methyl-5-(5-(1-methyl-4-(trifluoromethyl)-1H-imidazol-2-yl)pyrimidin-2-yl)-4,5,6,7-tetrahydro-1H-pyrazolo[4,3-c]pyridine